(S)-2-((8-amino-6-(4-methylpyridin-3-yl)-2,7-naphthyridin-3-yl)amino)-6,7-dihydro-4H-pyrazolo[5,1-c][1,4]Oxazine-7-carbonitrile NC=1N=C(C=C2C=C(N=CC12)NC1=NN2C(COC[C@@H]2C#N)=C1)C=1C=NC=CC1C